methyl 1-[4-[benzenesulfonyl(methyl)amino]-2-fluoro-phenyl]-7-fluoro-9H-pyrido[3,4-b]indole-3-carboxylate C1(=CC=CC=C1)S(=O)(=O)N(C1=CC(=C(C=C1)C1=NC(=CC2=C1NC1=CC(=CC=C21)F)C(=O)OC)F)C